FC1=C(C=CC=C1F)CN1[C@H](CCC1=O)CC(=O)N[C@@H](C(=O)O)CC1=CC=CC=C1 (2R)-2-[[2-[(2R)-1-[(2,3-difluorophenyl)methyl]-5-oxopyrrolidin-2-yl]acetyl]amino]-3-phenylpropionic acid